CS(=O)(=O)NC(=O)[C@H]1NC(CC1)=O (S)-N-(methylsulfonyl)-5-oxopyrrolidine-2-carboxamide